SC([C@H](N)C(=O)O)(C)C 3-Mercapto-L-valine